BrC1=CC2=C(OCCN2)C=N1 7-bromo-2,3-dihydro-1H-pyrido[3,4-b][1,4]oxazine